NCCS(=O)(=O)OC(CCCCCCC\C=C/CCCCCCCC)=O.[Na] sodium oleoyl taurate